[Si](C)(C)(C(C)(C)C)OCC1=C2C=C(N(C2=C(C=C1OC)C)C(=O)OC(C)(C)C)C tert-Butyl 4-((tert-butyldimethylsilyloxy) methyl)-5-methoxy-2,7-dimethyl-1H-indole-1-carboxylate